CC=1CC2CC(C2C1)=O 3-methylbicyclo[3.2.0]hept-3-en-6-one